F[C@H]1[C@@H](N(CC1)C1=NC(=C(C=2N=C(N=CC21)S(=O)C)F)C2=CC(=CC1=CC=C(C(=C21)C#C[Si](C(C)C)(C(C)C)C(C)C)F)OCOC)C (2S,3R)-3-fluoro-1-{8-fluoro-7-[7-fluoro-3-(methoxymethoxy)-8-[2-(triisopropylsilyl)ethynyl]naphthalen-1-yl]-2-methanesulfinylpyrido[4,3-d]pyrimidin-5-yl}-2-methylpyrrolidine